[C@@]12(C(=O)CC(CC1)C2(C)C)C (S)-(-)-Camphor